(±)-Ethyl 6-oxospiro[2.5]octane-1-carboxylate O=C1CCC2(C[C@H]2C(=O)OCC)CC1 |r|